FC(S(=O)(=N)C=1C=C(C=CC1)NC(CC=1N=CC2=CC=C(C=C2C1)C1=CC=CC=C1)=O)F N-(3-(S-(difluoromethyl)sulfonimidoyl)phenyl)-2-(6-phenylisoquinolin-3-yl)acetamide